butyl (S)-4-(4-((3-((tert-butyl dimethyl silyl)oxy)-1-methoxy-1-oxopropan-2-yl)carbamoyl)thiazol-2-yl)-3,6-dihydropyridine-1(2H)-carboxylate [Si](C)(C)(C(C)(C)C)OC[C@@H](C(=O)OC)NC(=O)C=1N=C(SC1)C=1CCN(CC1)C(=O)OCCCC